FC1=C(C(=CC=C1)F)NC1=CC(=NN1C)C N-(2,6-difluorophenyl)-1,3-dimethyl-1H-pyrazol-5-amin